CC1=C(N2C(CC2SC1)=O)C(=O)O 3-methyl-8-oxo-5-thia-1-azabicyclo[4.2.0]oct-2-ene-2-carboxylic acid